N[C@H]1CCC[C@H](C(NC=2N(N=CC2C=2C=CN=C1C2)C)=O)C (9R,13S)-13-amino-5,9-dimethyl-4,5,7,15-tetraazatricyclo[12.3.1.02,6]octadeca-1(18),2(6),3,14,16-pentaen-8-one